3-fluoro-4-(4-formyl-1-piperidyl)benzonitrile FC=1C=C(C#N)C=CC1N1CCC(CC1)C=O